C(C1=CC=CC=C1)N(C1=NC=2N(C(=C1)C=1C=NNC1)N=C(C2)C(=O)NC2=CC=C(C=C2)Cl)C 5-(benzyl(methyl)amino)-N-(4-chlorophenyl)-7-(1H-pyrazol-4-yl)pyrazolo[1,5-a]pyrimidine-2-carboxamide